CN1C(NC(C1)=O)=O 1-methyl-2,4-imidazolidinedione